[Na+].[Na+].S(=O)(=O)([O-])C1=CC=C(C=C1)SSC1=CC=C(C=C1)S(=O)(=O)[O-] bis-(p-sulfophenyl)disulfide disodium salt